2-[4-(2-Amino-[1,2,4]triazolo[1,5-a]pyridin-7-yl)-3-methylpyrazol-1-yl]-N-(4-cyclopropylphenyl)acetamide NC1=NN2C(C=C(C=C2)C=2C(=NN(C2)CC(=O)NC2=CC=C(C=C2)C2CC2)C)=N1